(4-methoxyphenyl)-4,6-dihydropyrrolo[3,4-c]pyrazole-5(1H)-carbonitrile COC1=CC=C(C=C1)N1N=CC2=C1CN(C2)C#N